FC1=C(C=CC(=C1)C(F)(F)F)C=1C(=NC(=NC1)NC1CC(CCC1)N)C N1-(5-(2-fluoro-4-(trifluoromethyl)phenyl)-4-methyl-pyrimidin-2-yl)cyclohexane-1,3-diamine